tert-butyl 2-bromo-7,8-dihydro-4H-pyrazolo[1,5-a][1,4]diazepine-5(6H)-carboxylate BrC1=NN2C(CN(CCC2)C(=O)OC(C)(C)C)=C1